(S)-4-(2-(4-(4-chlorophenyl)-2,3,9-trimethyl-6H-thieno[3,2-f][1,2,4]triazolo[4,3-a][1,4]diazepin-6-yl)acetoxy)butanoic acid ClC1=CC=C(C=C1)C1=N[C@H](C=2N(C3=C1C(=C(S3)C)C)C(=NN2)C)CC(=O)OCCCC(=O)O